NCCOCCOCCC(=O)O 9-amino-4,7-dioxanonanoic acid